NC1=C(C=CC(=C1)F)NC(C1=CC=C(C=C1)CNC(\C=C\C=1C=NC=CC1)=O)=O N-(2-Amino-4-fluorophenyl)-4-[[[(E)-3-pyridin-3-ylprop-2-enoyl]amino]methyl]benzamide